FC1=C(C=C(C=C1)C(CCNC(C)C)=O)C 1-(4-fluoro-3-methylphenyl)-3-(isopropylamino)propan-1-one